methyl (2S)-{[(benzyloxy)carbonyl]amino}(dimethoxyphosphoryl)acetate C(C1=CC=CC=C1)OC(=O)N[C@H](C(=O)OC)P(=O)(OC)OC